ClC=1C=CC(=C(C1)[C@H](CCO)N1CCN(CC1)C(C)C)F (S)-3-(5-chloro-2-fluorophenyl)-3-(4-isopropylpiperazin-1-yl)propan-1-ol